[C].[Fe](=S)=S iron disulfide carbon